Cl.FC(S(=O)(=O)N[C@@H]1[C@@H](NCC12CC2)CC=2C(=C(C=CC2)C2=CC(=CC(=C2)F)F)F)F 1,1-difluoro-N-((6S,7S)-6-((2,3',5'-trifluoro-[1,1'-biphenyl]-3-yl)methyl)-5-azaspiro[2.4]heptan-7-yl)methanesulfonamide hydrochloride